NC1=C(C(=NN1C(C(F)(F)F)C)C1=C2C(=C(N=C1)CNC(C1=C(C=CC(=C1)F)OC)=O)N(C=C2)COCC[Si](C)(C)C)C#N N-((4-(5-Amino-4-cyano-1-(1,1,1-trifluoropropan-2-yl)-1H-pyrazol-3-yl)-1-((2-(trimethylsilyl)ethoxy)methyl)-1H-pyrrolo[2,3-c]pyridin-7-yl)methyl)-5-fluoro-2-methoxybenzamid